4-(3-amino-8-isoquinolinyl)-7,7-dimethyl-2-(2-(2-propenoyl)-2,6-diazaspiro[3.4]octan-6-yl)-7,8-dihydro-5H-pyrano[4,3-b]pyridine-3-carbonitrile NC=1N=CC2=C(C=CC=C2C1)C1=C2C(=NC(=C1C#N)N1CC3(CN(C3)C(C=C)=O)CC1)CC(OC2)(C)C